CN1C(=NC=C1)[C@]1([C@@H](CCC1)NC1=CC=CC=C1)C1=CC=C(C=C1)Br N-((1R,2S)-2-(1-methyl-1H-imidazol-2-yl)-2-(4-bromophenyl)cyclopentyl)aniline